FC1=CC=C(C=C1)C1=NOB(N1)C1=CC=CC=C1 3-(4-fluorophenyl)-5-phenyl-4,5-dihydro-1,2,4,5-oxadiazaborole